COC1=CC=C(C=N1)OC1=C(C=C(C=C1)NC=1C2=C(N=CN1)SC1=C2CCNC1)C N-(4-((6-methoxypyridin-3-yl)oxy)-3-methylphenyl)-5,6,7,8-tetrahydropyrido[4',3':4,5]thieno[2,3-d]pyrimidin-4-amine